N-(4-cyano-2-fluorophenyl)-1-tosyl-6-(trifluoromethyl)-4,5,6,7-tetrahydro-1H-indole-3-sulfonamide C(#N)C1=CC(=C(C=C1)NS(=O)(=O)C1=CN(C=2CC(CCC12)C(F)(F)F)S(=O)(=O)C1=CC=C(C)C=C1)F